5-(5-(5-((3-Chloro-4-fluorophenyl)carbamoyl)-1-methyl-1H-imidazol-4-yl)-2-hydroxyoctahydropentalen-2-yl)-1-methyl-1H-pyrazol-3-yl ethyl carbonate C(OC1=NN(C(=C1)C1(CC2CC(CC2C1)C=1N=CN(C1C(NC1=CC(=C(C=C1)F)Cl)=O)C)O)C)(OCC)=O